3-oxo-3-(4-(5-(trifluoromethyl)pyrimidin-2-yl)piperazin-1-yl)prop-1-en O=C(C=C)N1CCN(CC1)C1=NC=C(C=N1)C(F)(F)F